Cl.N[C@@H](CNC(=O)C1=CN(CCS1)C1=C2N=CNC2=NC=N1)C (R)-N-(2-aminopropyl)-4-(9H-purin-6-yl)-3,4-dihydro-2H-1,4-thiazine-6-carboxamide hydrochloride